(R)-4-chloro-5-(3-((4-(1-(2-hydroxyacetyl)piperidin-4-yl)pyridin-2-yl)oxy)pyrrolidin-1-yl)pyridazin-3(2H)-one ClC=1C(NN=CC1N1C[C@@H](CC1)OC1=NC=CC(=C1)C1CCN(CC1)C(CO)=O)=O